(R)-5-(6-bromo-1-(2-(2-methoxyphenyl)-2-((tetrahydro-2H-pyran-4-yl)oxy)ethyl)-5-methyl-2,4-dioxo-1,4-dihydrothieno[2,3-d]pyrimidin-3(2H)-yl)nicotinic acid ethyl ester C(C)OC(C1=CN=CC(=C1)N1C(N(C2=C(C1=O)C(=C(S2)Br)C)C[C@H](OC2CCOCC2)C2=C(C=CC=C2)OC)=O)=O